NC1=C(N=C(S1)C1=C(C=CC=C1F)F)C(=O)NC=1C(=C2C(=NC1)OCC2)N2C[C@H]([C@@]([C@H](C2)C)(C)O)N 5-amino-N-{4-[(3R,4S,5S)-3-amino-4-hydroxy-4,5-dimethylpiperidin-1-yl]-2,3-dihydrofuro[2,3-b]pyridin-5-yl}-2-(2,6-difluorophenyl)-1,3-thiazole-4-carboxamide